nonanoyl-vanillamide rac-tert-Butyl-4-((4aR,8aS)-3-oxooctahydro-2H-pyrido[4,3-b][1,4]oxazine-6-carbonyl)piperazine-1-carboxylate C(C)(C)(C)OC(=O)N1CCN(CC1)C(=O)N1C[C@@H]2[C@@H](OCC(N2)=O)CC1.C(CCCCCCCC)(=O)C1=C(C(=O)N)C=CC(=C1OC)O |r|